N[C@@H]1CN(CC[C@@H]1F)C=1N(C=2C(=NC=CC2)N1)CC1=CC=C(C#N)C=C1 4-((2-((3R,4S)-3-Amino-4-fluoropiperidin-1-yl)-1H-imidazo[4,5-b]pyridin-1-yl)methyl)benzonitril